4-(2-methyl-1,3-dioxolan-2-yl)butanoic acid ethyl ester C(C)OC(CCCC1(OCCO1)C)=O